1-isopropyl-5-methyl-3-(4-ethylphenyl)-pyrazole-4-ol C(C)(C)N1N=C(C(=C1C)O)C1=CC=C(C=C1)CC